3-(2-methyl-2-phenethyl-1,3-dioxolan-4-yl)-1-phenylpropan-1-one CC1(OCC(O1)CCC(=O)C1=CC=CC=C1)CCC1=CC=CC=C1